FC(C(=O)O)(F)F.CC=1N=C(C=2N(C1)C=C(C2)[N+](=O)[O-])CN (3-methyl-7-nitropyrrolo[1,2-a]pyrazin-1-yl)methanamine 2,2,2-trifluoroacetate